D-lysine chloride N[C@H](CCCCN)C(=O)Cl